C(=O)(OC(C)(C)C)N1CCN(CC1)C[B-](F)(F)F.[K+].CN(C(C)=O)C1=CC=C(C=C1)CN1CCC(CC1)(C1=NC=CC=C1)CCC1=CC=CC=C1 N-methyl-N-(4-((4-phenethyl-4-(pyridin-2-yl)piperidin-1-yl)methyl)phenyl)acetamide potassium (4-Boc-piperazin-1-yl)methyltrifluoroborate